N,N'-di-tert-butylglyoxal diimine C(C)(C)(C)N=CC=NC(C)(C)C